(2S)-2-[[2-(3,5-difluorophenyl)acetyl]amino]-N-[(7S)-5-methyl-6-oxo-7H-benzo[d][1]benzazepin-7-yl]propanamide FC=1C=C(C=C(C1)F)CC(=O)N[C@H](C(=O)N[C@@H]1C(N(C2=C(C3=C1C=CC=C3)C=CC=C2)C)=O)C